I.C(C)C(CN)CCCC 2-ethylhexylamine hydriodide